2,7-bis(carbazol-9-yl)-9,9-bis(p-tolyl)fluorene magnesium butenedioate C(C=CC(=O)[O-])(=O)[O-].[Mg+2].C1=CC=CC=2C3=CC=CC=C3N(C12)C1=CC=2C(C3=CC(=CC=C3C2C=C1)N1C2=CC=CC=C2C=2C=CC=CC12)(C1=CC=C(C=C1)C)C1=CC=C(C=C1)C